1,4-difluoro-2-methoxy-5-(prop-1-en-2-yl)benzene FC1=C(C=C(C(=C1)C(=C)C)F)OC